3-bromo-5-(3-methoxypropoxy)pyridine BrC=1C=NC=C(C1)OCCCOC